3-(difluoromethyl)cyclobutyl methanesulfonate CS(=O)(=O)OC1CC(C1)C(F)F